dibutyltin bislaurate C(CCCCCCCCCCC)(=O)[O-].C(CCCCCCCCCCC)(=O)[O-].C(CCC)[Sn+2]CCCC